ethyl 5-(3-(4-methylpent-1-ynyl) phenoxy)-1H-1,2,3-triazole-4-carboxylate CC(CC#CC=1C=C(OC2=C(N=NN2)C(=O)OCC)C=CC1)C